COC=1C=C2C(=NC=NC2=CC1OC)C1=CC=C(C=C1)CC[SH2](=O)C=N {2-[4-(6,7-dimethoxyquinazolin-4-yl)phenyl]ethyl}(imino)methyl-λ6-sulfanone